7-((3,3-dimethylpiperidin-4-yl)methyl)-2-(((S)-pent-2-yl)oxy)imidazo[2,1-f][1,2,4]triazine-4-amine CC1(CNCCC1CC1=CN=C2C(=NC(=NN21)O[C@@H](C)CCC)N)C